CN(CC(=O)N1C[C@H](CCC1)OC=1C=C2C(=C(NC2=CC1)C=1C=C(C=2N(C1)N=CN2)C)C(C)C)C (S)-2-(dimethylamino)-1-(3-((3-isopropyl-2-(8-methyl-[1,2,4]triazolo[1,5-a]pyridin-6-yl)-1H-indol-5-yl)oxy)piperidin-1-yl)ethan-1-one